CC=1N(C(=CC1)C)NC(=O)C(=O)NN1C(=CC=C1C)C N,N'-bis(2,5-dimethylpyrrol-1-yl)oxamide